C(#N)[C@@H]1CN(CCN1)C(=O)NC=1SC(=C(N1)C1=CC(=CC=C1)C#N)C1=CC(=NC(=C1)C)C (3S)-3-cyano-N-[4-(3-cyanophenyl)-5-(2,6-dimethyl-4-pyridinyl)thiazol-2-yl]piperazine-1-carboxamide